C(C)O[Si](CCCS)(OCC)OCC 3-(triethoxysilyl)propyl mercaptan